ClC1=NC(=CC(=C1)C(C)(C)N)Cl 2-(2,6-Dichloropyridin-4-yl)propan-2-amine